2-((8-amino-7-fluoro-6-methoxyisoquinolin-3-yl)amino)-6-isopropyl-5,6-dihydro-4H-pyrazolo[1,5-d][1,4]diazepin-7(8H)-one NC=1C(=C(C=C2C=C(N=CC12)NC1=NN2CC(N(CCC2=C1)C(C)C)=O)OC)F